Cl.Cl.C[C@@H]1CCC=2N=CN=C(C21)N2CCNCC2 (R)-5-methyl-4-(piperazin-1-yl)-6,7-dihydro-5H-cyclopenta-[d]pyrimidine dihydrochloride